2-methoxy-5-[[2-oxo-2-(2-phenyl-1-piperidyl)acetyl]amino]pyridine-3-carboxamide COC1=NC=C(C=C1C(=O)N)NC(C(N1C(CCCC1)C1=CC=CC=C1)=O)=O